(S)-4-((2-((5-fluoropyridin-3-yl)oxy)ethyl)(4-(5,6,7,8-tetrahydro-1,8-naphthyridin-2-yl)butyl)amino)-2-((1-methyl-1H-indazol-3-yl)amino)butanoic acid FC=1C=C(C=NC1)OCCN(CC[C@@H](C(=O)O)NC1=NN(C2=CC=CC=C12)C)CCCCC1=NC=2NCCCC2C=C1